ClC=1C=C(C=CC1F)[C@H](CC1=NC(=NC(=N1)N[C@@H](CO)CC(C)C)NS(=O)(=O)C)C N-(4-((S)-2-(3-chloro-4-fluorophenyl)propyl)-6-(((R)-1-hydroxy-4-methylpent-2-yl)amino)-1,3,5-triazin-2-yl)methanesulfonamide